3-methyl-1,4,7-octatriene CC(C=C)C=CCC=C